FC(C(=O)O)(F)F.NC1=C2C(=NC=N1)N(N=C2C)C(C)C=2C(=C(C(=C(C2)Cl)C)C2CN(C2)C([C@@H](C)O)=O)OC (2R)-1-(3-{3-[1-(4-Amino-3-methyl-1H-pyrazolo[3,4-d]pyrimidin-1-yl)ethyl]-5-chloro-2-methoxy-6-methylphenyl}azetidin-1-yl)-1-oxopropan-2-ol Trifluoroacetate